4-hydroxy-2-(difluoromethyl)-quinazoline OC1=NC(=NC2=CC=CC=C12)C(F)F